1-(4-[4-amino-7-methyl-7H-pyrrolo[2,3-d]pyrimidin-5-yl]cyclohex-3-en-1-yl)-3-[3-tert-butyl-1-(4-methylphenyl)-1H-pyrazol-5-yl]urea NC=1C2=C(N=CN1)N(C=C2C2=CCC(CC2)NC(=O)NC2=CC(=NN2C2=CC=C(C=C2)C)C(C)(C)C)C